ClC1=CC=C(CN2C(N(C(N=C2NC2=CC=C(C=C2)OC2=NC=C(C=C2)F)=O)C[C@@H]2[C@H](C2)C(=O)O)=O)C=C1 (1S,2S)-2-((3-(4-chlorobenzyl)-4-((4-((5-fluoropyridin-2-yl)oxy)phenyl)amino)-2,6-dioxo-3,6-dihydro-1,3,5-triazine-1(2H)-yl)methyl)cyclopropane-1-carboxylic acid